CCCCCCCC[Si](OCC)(OCC)OCC n-octyltriethoxysilane